NC1=NC=2C=C(C(=CC2C2=C1C=NN2C)C(=O)N([C@@]2(CCC1=NC(=CC=C12)C(F)(F)F)C)C)Cl 4-amino-7-chloro-N,1-dimethyl-N-((5R)-5-methyl-2-(trifluoromethyl)-6,7-dihydro-5H-cyclopenta[b]pyridin-5-yl)-1H-pyrazolo[4,3-c]quinoline-8-carboxamide